2-[6-(3-methylpiperazin-1-yl)pyridazin-3-yl]-5-{[(pyridin-4-yl)methyl]amino}pyridin-3-ol dihydrochloride Cl.Cl.CC1CN(CCN1)C1=CC=C(N=N1)C1=NC=C(C=C1O)NCC1=CC=NC=C1